cyclohexyl-2-benzothiazolsulfenamide C1(CCCCC1)C1=CC=CC2=C1N=C(S2)SN